(5R)-3-bromo-5-[3-[3-(trifluoromethyl)phenoxy]phenyl]-4,5-dihydroisoxazole BrC1=NO[C@H](C1)C1=CC(=CC=C1)OC1=CC(=CC=C1)C(F)(F)F